1-(7-(4-(trifluorometh-yl)phenoxy)-3,4-dihydroisoquinolin-2(1H)-yl)propan-1-one FC(C1=CC=C(OC2=CC=C3CCN(CC3=C2)C(CC)=O)C=C1)(F)F